4-(6-chloro-2-((1-((dimethylamino)meth-yl)cyclopropyl)methoxy)-8-fluoro-4-(1-(methoxy-methyl)-3,8-diazabicyclo[3.2.1]octan-3-yl)quinazolin-7-yl)naphthalen-2-ol ClC=1C=C2C(=NC(=NC2=C(C1C1=CC(=CC2=CC=CC=C12)O)F)OCC1(CC1)CN(C)C)N1CC2(CCC(C1)N2)COC